2,3-Di-p-tolyl-cyclopropyl-di-tert-butylphosphine C1(=CC=C(C=C1)C1C(C1C1=CC=C(C=C1)C)P(C(C)(C)C)C(C)(C)C)C